NC1=C2C(=NC=N1)N(N=C2C2=CC=C(C=C2)OC2=CC=CC=C2)C2CCN(CC2)C(CCCCSC2=C1C(N(C(C1=CC=C2F)=O)C2C(NC(CC2)=O)=O)=O)=O 4-((5-(4-(4-amino-3-(4-phenoxyphenyl)-1H-pyrazolo[3,4-d]pyrimidin-1-yl)piperidin-1-yl)-5-oxopentyl)thio)-2-(2,6-dioxopiperidin-3-yl)-5-fluoroisoindoline-1,3-dione